Tert-Butyl 3-(4-(2-(tert-butoxy)-2-oxoethoxy)-6-methoxy-1,3-dioxoisoindolin-2-yl)-2,6-dioxopiperidine-1-carboxylate C(C)(C)(C)OC(COC1=C2C(N(C(C2=CC(=C1)OC)=O)C1C(N(C(CC1)=O)C(=O)OC(C)(C)C)=O)=O)=O